FC(C1CCN(CC1)C1=NC=C(C=N1)C1(CC2(C1)CC(C2)N)N)(F)F 2-(2-(4-(trifluoromethyl)piperidin-1-yl)pyrimidin-5-yl)spiro[3.3]heptane-2,6-diamine